2-(2-chloro-4-(2-((1-(2,2-difluoroethyl)-4-fluoro-1H-benzo[d]imidazol-2-yl)amino)-2-oxoethyl)phenoxy)pyridine-3-carboxamide ClC1=C(OC2=NC=CC=C2C(=O)N)C=CC(=C1)CC(=O)NC1=NC2=C(N1CC(F)F)C=CC=C2F